[Cl-].[Cl-].CC1=NC=CC(=C1)C1=CC=NC=C1 methyl-4,4'-bipyridine dichloride